CC1=CC=C(C=C1)S(=O)(=O)O.NCCCC(=O)OCC1=CC=CC=C1 benzyl 4-aminobutyrate para-toluenesulfonate